O=C1[C@H](C[C@H](N1)COC1=NC=CC2=CC(=C(C=C12)OC(C)C)C(=O)N)CC(F)(F)F 1-{[(2S,4R)-5-oxo-4-(2,2,2-trifluoroethyl)pyrrolidin-2-yl]methoxy}-7-(propan-2-yloxy)isoquinoline-6-carboxamide